C(#N)C1=C(C=C(C=C1)N(C(=O)C=1C=C(C=2N(C1)C(=CN2)C=2C=CC(=NC2)NC(OC)=O)C)C)C methyl N-[5-[6-[(4-cyano-3-methyl-phenyl)-methyl-carbamoyl]-8-methyl-imidazo[1,2-a]pyridin-3-yl]-2-pyridyl]carbamate